(R)-4-oxopyrrolidine-1,2-dicarboxylic acid 1-tert-butyl 2-methyl ester COC(=O)[C@@H]1N(CC(C1)=O)C(=O)OC(C)(C)C